OCC[C@@]12C(CC[C@H]1[C@@H]1CCC3=CC(CCC3=C1CC2)=O)=O hydroxymethyl-estra-4,9-diene-3,17-dione